5-bromo-1,3-dimethylpyrimidin-2,4(1H,3H)-dione BrC=1C(N(C(N(C1)C)=O)C)=O